6-chloro-9-(4-ethynylbenzyl)-9H-purine ClC1=C2N=CN(C2=NC=N1)CC1=CC=C(C=C1)C#C